(R)-1-(Methyl-d3)-4-(pyrrolidin-3-yl)piperazine C(N1CCN(CC1)[C@H]1CNCC1)([2H])([2H])[2H]